4-[[4-[[4-(2-cyanoethyl)-2,6-dimethylphenyl]amino]-2-pyrimidinyl]amino]benzonitrile C(#N)CCC1=CC(=C(C(=C1)C)NC1=NC(=NC=C1)NC1=CC=C(C#N)C=C1)C